CN(C1=C(C=CC=C1)C1CCN(CC1)C1=NC(=NC2=CC=C(C=C12)N(CCN(C)C)C)C1(CC1)C)C N-[4-[4-(2-dimethylamino-phenyl)-piperidin-1-yl]-2-(1-methyl-cyclopropyl)-quinazolin-6-yl]-N,N',N'-trimethyl-ethane-1,2-diamine